(E)-3-[4-(6-Hydroxyhexoxy)phenyl]-1-[4-(trifluoromethyl)phenyl]prop-2-en-1-one OCCCCCCOC1=CC=C(C=C1)/C=C/C(=O)C1=CC=C(C=C1)C(F)(F)F